2-(Dodecyl((9Z,12Z)-octadeca-9,12-dien-1-yl)amino)ethan-1-ol C(CCCCCCCCCCC)N(CCO)CCCCCCCC\C=C/C\C=C/CCCCC